tert-butyl (4-carbamoyl-2-methoxyphenyl)(3-(4-(((3S,4R)-1-ethyl-3-fluoropiperidin-4-yl)amino)-1-(2,2,2-trifluoroethyl)-1H-indol-2-yl)prop-2-yn-1-yl)carbamate C(N)(=O)C1=CC(=C(C=C1)N(C(OC(C)(C)C)=O)CC#CC=1N(C2=CC=CC(=C2C1)N[C@H]1[C@H](CN(CC1)CC)F)CC(F)(F)F)OC